N-(4-((5-(1,6-dimethyl-1H-pyrazolo[3,4-b]pyridin-4-yl)-3-methyl-4,5,6,7-tetrahydro-1H-pyrazolo[4,3-c]pyridin-1-yl)methyl)bicyclo[2.2.2]oct-1-yl)oxetan-3-amine CN1N=CC=2C1=NC(=CC2N2CC1=C(CC2)N(N=C1C)CC12CCC(CC1)(CC2)NC2COC2)C